7,7-difluoro-5-phenyl-N-[(3S)-5-methyl-4-oxo-2,3-dihydro-1,5-benzoxazepin-3-yl]-5,6-dihydropyrrolo[1,2-b][1,2,4]triazole-2-carboxamide FC1(CC(N2N=C(N=C21)C(=O)N[C@H]2COC1=C(N(C2=O)C)C=CC=C1)C1=CC=CC=C1)F